2-(2-amino-6-(((5,6-dichloro-1H-benzo[d]imidazol-2-yl)methyl)amino)-9H-purin-9-yl)-N-(1-ethyl-3-methyl-1H-pyrazol-5-yl)acetamide NC1=NC(=C2N=CN(C2=N1)CC(=O)NC1=CC(=NN1CC)C)NCC1=NC2=C(N1)C=C(C(=C2)Cl)Cl